4-(benzo[d]thiazol-2-yl)-3-hydroxybenzaldehyde S1C(=NC2=C1C=CC=C2)C2=C(C=C(C=O)C=C2)O